C(C)(C)(C)OC(=O)NCCC(=O)NC(C(=O)OC)C(C)O Methyl 2-(3-{[(tert-butoxy) carbonyl] amino} propionylamino)-3-hydroxybutyrate